tert-butyl (4-((8-(4-cyanobutoxy)octyl)oxy)butyl)carbamate C(#N)CCCCOCCCCCCCCOCCCCNC(OC(C)(C)C)=O